(pyrimidin-5-yl)pyrazolo[5,1-b]thiazole-7-carboxamide N1=CN=CC(=C1)C1=CN2C(S1)=C(C=N2)C(=O)N